4-chloro-6-(4,4,5,5-tetramethyl-1,3,2-dioxaborolan-2-yl)quinolone ClC1=CC(NC2=CC=C(C=C12)B1OC(C(O1)(C)C)(C)C)=O